2-[methyl]benzotriazole CN1N=C2C(=N1)C=CC=C2